N-((1S,2S)-2-(6-fluoro-2,3-dimethylphenyl)-1-(5-oxo-4,5-dihydro-1,3,4-oxadiazol-2-yl)propyl)-4,4-dimethyl-piperidine-1-sulfonamide FC1=CC=C(C(=C1[C@@H]([C@@H](C=1OC(NN1)=O)NS(=O)(=O)N1CCC(CC1)(C)C)C)C)C